[C@@H]12CC(C[C@@H](CC1)N2)OC2=CC=C(OCC1=C(C=CC=C1)NC(=O)C1=CC3=C(N1C)C=CS3)C=C2 N-[2-[[4-[[(1S,5R)-8-azabicyclo[3.2.1]octan-3-yl]oxy]phenoxy]methyl]phenyl]-4-methyl-thieno[3,2-b]pyrrole-5-carboxamide